1-(5-bromo-4-fluoro-2-methylphenyl)ethan-1-one BrC=1C(=CC(=C(C1)C(C)=O)C)F